4-hydroxyphenyl-phenylboronic acid OC1=CC=C(C=C1)C1=C(C=CC=C1)B(O)O